FC1=C(C=CC=C1)NC(=O)C1C(N(CC1)C)=O N-(2-fluorophenyl)-1-methyl-2-oxopyrrolidine-3-carboxamide